CN1C(OC2=C1C=CC(=C2)C2OCC21N(CC(NC1)=O)C(=O)NCCCCC1=CC=CC=C1)=O (3-methyl-2-oxo-1,3-benzoxazol-6-yl)-7-oxo-N-(4-phenylbutyl)-2-oxa-5,8-diazaspiro[3.5]nonane-5-carboxamide